O1C(=CC=C1)OCC(CCCC)ON=C(C(C(C)C)C)C=1C(CC(CC1O)C1CSCCC1)=O 2-{1-[1-(furan-2-oxymethyl)-pentoxyimino]-2,3-dimethylbutyl}-3-hydroxy-5-(tetrahydrothiopyran-3-yl)-cyclohex-2-enone